2-Methoxy-4-nitrobenzene isocyanate [N-]=C=O.COC1=CC=CC(=C1)[N+](=O)[O-]